(S)-N-(5-methyl-7-(9-methyl-3,9-diazaspiro[5.5]undec-3-yl)-4-oxo-2,3,4,5-tetrahydrobenzo[b][1,4]oxaazepin-3-yl)-4-phenoxypyridineamide CN1C2=C(OC[C@@H](C1=O)NC(=O)C1=NC=CC(=C1)OC1=CC=CC=C1)C=CC(=C2)N2CCC1(CC2)CCN(CC1)C